1-[8-(cyclopentylamino)-6-quinolinyl]pentan-1-one tert-butyl-4-((6-(2-allyl-6-(methylthio)-3-oxo-2,3-dihydro-1H-pyrazolo[3,4-d]pyrimidin-1-yl)pyridin-2-yl)oxy)piperidine-1-carboxylate C(C)(C)(C)OC(=O)N1CCC(CC1)OC1=NC(=CC=C1)N1N(C(C=2C1=NC(=NC2)SC)=O)CC=C.C2(CCCC2)NC=2C=C(C=C1C=CC=NC21)C(CCCC)=O